5H-cyclopenta[c]pyridin-7(6H)-one C1=NC=CC2=C1C(CC2)=O